4-(2-bromoethylamino)-1,2,5-oxadiazole BrCCNC=1C=NON1